6-methylpiperidin-3-ol Acetate C(C)(=O)OC1CNC(CC1)C